P(=O)(O)(O)O.C(C1=CC=CC=C1)=O benzaldehyde phosphate